C1CC12CN(CC2)CCNC(C2=CC(=C(C=C2)C)NC2=NN(C1=NC(=NC=C12)NC=1C=NN(C1)C)C)=O N-(2-(5-azaspiro[2.4]heptan-5-yl)ethyl)-4-methyl-3-((1-methyl-6-((1-methyl-1H-pyrazol-4-yl)amino)-1H-pyrazolo[3,4-d]pyrimidin-3-yl)amino)benzamide